OC=CCl hydroxy-vinyl chloride